7-(2,8-dimethylimidazo[1,2-b]pyridazin-6-yl)-5-fluorocinnoline CC=1N=C2N(N=C(C=C2C)C2=CC(=C3C=CN=NC3=C2)F)C1